ClC1=CC(=C(N)C=C1)OC 4-chloro-2-methoxylaniline